(R)-N-(3,3-difluoro-1-methylcyclobutyl)-3-(3-(difluoromethoxy)phenyl)-1-(5-fluoropyridin-2-yl)-4,5,6,7-tetrahydro-1H-indazole-6-carboxamide FC1(CC(C1)(C)NC(=O)[C@@H]1CCC=2C(=NN(C2C1)C1=NC=C(C=C1)F)C1=CC(=CC=C1)OC(F)F)F